ClC=1C=CC2=C([C@H](C[C@H](O2)C(=O)NC23CCC(CC2)(CC3)NC(COC3=CC(=C(C=C3)Cl)F)=O)O)C1 (2S,4S)-6-chloro-N-{4-[2-(4-chloro-3-fluorophenoxy)acetamido]bicyclo[2.2.2]octan-1-yl}-4-hydroxy-3,4-dihydro-2H-1-benzopyran-2-carboxamide